Ethyl (E)-4-{4-[7-chloro-2-(2-methoxy-ethoxy)-10,11-dihydro-5H-dibenzo[b,f]azepin-5-yl]-butylamino}-but-2-enoate maleate C(\C=C/C(=O)O)(=O)O.ClC1=CC2=C(CCC3=C(N2CCCCNC/C=C/C(=O)OCC)C=CC(=C3)OCCOC)C=C1